8-[1-(2,2-difluoroethyl)-1H-pyrazolo[3,4-b]pyrazin-6-yl]-2-[2-(trifluoromethyl)pyridin-3-yl]-2,8-diazaspiro[4.5]decan-1-one FC(CN1N=CC=2C1=NC(=CN2)N2CCC1(CCN(C1=O)C=1C(=NC=CC1)C(F)(F)F)CC2)F